2,5-dimethyl-2,5-di(tertiary butyl-peroxy)hexane CC(C)(CCC(C)(OOC(C)(C)C)C)OOC(C)(C)C